[C@@H]12[C@@H](C[C@@H](CC1)C2)CNCC=2C=CC=1N(C2)C=C(N1)CNC(=O)C=1N=C2N(C(C1)=O)C=CC=C2 N-({6-[({[(1R,2R,4S)-bicyclo[2.2.1]heptan-2-yl]methyl}amino)methyl]imidazo[1,2-a]pyridin-2-yl}methyl)-4-oxo-4H-pyrido[1,2-a]pyrimidine-2-carboxamide